NCCCNC(C[Si](OCC)(OCC)OCC)C N-(gamma-aminopropyl)-beta-aminopropyl-triethoxysilane